N-(3-amino-1-(cyclohexylamino)-1-oxopropan-2-yl)-N-cyclohexyl-2-iodobenzamide NCC(C(=O)NC1CCCCC1)N(C(C1=C(C=CC=C1)I)=O)C1CCCCC1